FC=1C=C2C=NN(C2=CC1C=1C=CC=C2C(=CC=NC12)CC(=O)OC)C methyl 2-[8-(5-fluoro-1-methylindazol-6-yl)quinolin-4-yl]acetate